2-ethyl-4-(methyl)imidazole C(C)C=1NC=C(N1)C